C(N)(=O)C1(CCN(CC1)C1=C2N=C(N(C2=NC(=N1)N1C=NC(=C1)C(=O)OCC)C1=CC=C(C=C1)Cl)C1=C(C=CC=C1)Cl)C ethyl 1-[6-(4-carbamoyl-4-methyl-1-piperidyl)-8-(2-chlorophenyl)-9-(4-chlorophenyl)purin-2-yl]imidazole-4-carboxylate